1,8-dibromo-2,7-dimethyloctane BrCC(CCCCC(CBr)C)C